ClC=1C(=CC(=C(C1)C1=NC=CC(=N1)NC1=NC(=NC=C1)NC1=CC=C(C=C1)N1CCC(CC1)N1CCCC1)F)F N4-[2-(5-chloro-2,4-difluoro-phenyl)pyrimidin-4-yl]-N2-[4-(4-pyrrolidin-1-yl-1-piperidyl)phenyl]pyrimidine-2,4-diamine